C(C)C=1C=C(C=C(C1N1C(C=CC1=O)=O)C)CC1=CC(=C(C(=C1)C)N1C(C=CC1=O)=O)CC bis(3-Ethyl-5-methyl-4-maleimidophenyl)methane